ClC=1C=CC=C2[C@H](CCOC12)NC(=O)NC1=NN(C=C1)C1=CC=C(C=C1)CN(C)C 1-[(4S)-8-chlorochroman-4-yl]-3-[1-[4-[(dimethylamino)methyl]phenyl]pyrazol-3-yl]urea